(5-(bis(4-methoxybenzyl)amino)-3-chloro-4-fluoro-2-(trifluoromethyl)phenyl)boronic acid COC1=CC=C(CN(C=2C(=C(C(=C(C2)B(O)O)C(F)(F)F)Cl)F)CC2=CC=C(C=C2)OC)C=C1